4-[2-(4-aminophenyl)diazenyl]thiophenol NC1=CC=C(C=C1)N=NC1=CC=C(C=C1)S